heptyne CCCCCC#C